benzyl-N-((4R)-1-oxo-4,5-dihydro-1H-benzo[b][1,2,4]oxadiazolo[4,3-d][1,4]oxazepin-4-yl)isoxazole-3-carboxamide C(C1=CC=CC=C1)C=1C(=NOC1)C(=O)N[C@@H]1C=2N(C3=C(OC1)C=CC=C3)C(ON2)=O